OCCN1C=C(C2=CC=CC=C12)CCC(=O)O 3-[1-(2-hydroxyethyl)-1H-indol-3-yl]propanoic acid